C(C)(=O)NC1=C(C(=O)OC)C=C(C=C1)OCC1=CC(=C(C=C1)F)F Methyl 2-acetamido-5-((3,4-difluorobenzyl)oxy)benzoate